nitrotetrazine C1=C(N=NN=N1)[N+](=O)[O-]